tert-butyl 4-(2-(cyclopropanesulfonamido)pyrimidin-4-yl)-4-((5-(6-ethoxypyrazin-2-yl)pyridin-2-yl) carbamoyl)piperidine-1-carboxylate C1(CC1)S(=O)(=O)NC1=NC=CC(=N1)C1(CCN(CC1)C(=O)OC(C)(C)C)C(NC1=NC=C(C=C1)C1=NC(=CN=C1)OCC)=O